7-(8-fluoro-2-methylimidazo[1,2-a]pyridin-6-yl)-3-((2R,4R)-2-methylpiperidin-4-yl)quinazolin-4(3H)-one FC=1C=2N(C=C(C1)C1=CC=C3C(N(C=NC3=C1)[C@H]1C[C@H](NCC1)C)=O)C=C(N2)C